tert-butyl 4-(2-cyano-3-fluoro-5-isobutylphenyl)-3-ethylpiperazine-1-carboxylate C(#N)C1=C(C=C(C=C1F)CC(C)C)N1C(CN(CC1)C(=O)OC(C)(C)C)CC